NC1=CC(=NC(=C1I)Cl)Cl 4-amino-2,6-dichloro-5-iodo-pyridin